C(C)(C)(C)OC(=O)N1C[C@H](OCC(C1)C)C(=O)O (2S)-4-(tert-Butoxycarbonyl)-6-methyl-1,4-oxazepane-2-carboxylic acid